tert-Butyl 4-[4-[3-chloro-4-[2-(3,5-difluoro-2-pyridyl)-2-methoxy-ethoxy]pyrazolo[1,5-a]pyridin-6-yl]-5-methyl-triazol-1-yl]piperidine-1-carboxylate ClC=1C=NN2C1C(=CC(=C2)C=2N=NN(C2C)C2CCN(CC2)C(=O)OC(C)(C)C)OCC(OC)C2=NC=C(C=C2F)F